FC(OC1=C(C=CC(=C1)N1CCN(CC1)C)NC1=NC=C(C(=N1)NC1=C(SC=C1)C(=O)N)C(F)(F)F)F 3-((2-((2-(difluoromethoxy)-4-(4-methylpiperazin-1-yl)phenyl)-amino)-5-(trifluoromethyl)-pyrimidin-4-yl)amino)thiophene-2-carboxamide